C(N)(OCC(SP(=O)(OCC)OCC)C(C)(C)C)=O tert-butyl(2-((diethoxyphosphoryl)thio) ethyl) carbamate